COC([C@@H]1[C@H]([C@@H]([C@H]([C@](O)(O1)CC1=CC=CC=C1)OC(C)=O)OC(C)=O)OC(C)=O)=O benzyl-2,3,4-tri-O-acetyl-beta-D-glucopyranosuronic acid methyl ester